6-fluoro-3-pyridinepropanoic acid FC1=CC=C(C=N1)CCC(=O)O